(R)-N-(7-((1-ethylpyrrolidin-3-yl)oxy)-4-((2-(2-fluorophenyl)pyridin-4-yl)amino)quinazolin-6-yl)acrylamide C(C)N1C[C@@H](CC1)OC1=C(C=C2C(=NC=NC2=C1)NC1=CC(=NC=C1)C1=C(C=CC=C1)F)NC(C=C)=O